BrC=1C(=C(C=CC1)N1N=C(C=C1CNC)C)F 1-(1-(3-bromo-2-fluorophenyl)-3-methyl-1H-pyrazol-5-yl)-N-methyl-methanamine